bis(trimethoxysilyl)norbornane CO[Si](C1CC2CCC1(C2)[Si](OC)(OC)OC)(OC)OC